pyridyl-phthalic acid N1=C(C=CC=C1)C1=C(C(C(=O)O)=CC=C1)C(=O)O